C(CCCCC)(=O)[O-].N1C=[NH+]C=C1 imidazolium caproate